(S)-2-((4-(6-(6-Cyano-1,1-dimethyl-3-carbonylisoindol-2-yl)pyridin-2-yl)piperidine-1-yl)methyl)-1-(oxetan-2-ylmethyl)-1H-benzo[d]imidazole-6-carboxylic acid C(#N)C1=CC=C2C(N(C(C2=C1)(C)C)C1=CC=CC(=N1)C1CCN(CC1)CC1=NC2=C(N1C[C@H]1OCC1)C=C(C=C2)C(=O)O)=C=O